(S)-1-(5-fluoro-4-((1-(5-phenyl-4,5-dihydro-1H-pyrazole-1-carbonyl)azetidin-3-yl)oxy)pyridin-2-yl)-N-(2-hydroxyethyl)-3,5-dimethyl-1H-pyrazole-4-carboxamide FC=1C(=CC(=NC1)N1N=C(C(=C1C)C(=O)NCCO)C)OC1CN(C1)C(=O)N1N=CC[C@H]1C1=CC=CC=C1